(3E)-1-bromo-10,10-diethoxy-3-decene BrCC\C=C\CCCCCC(OCC)OCC